1-bromo-2-(cyclobutylsulfonyl)-4-iodobenzene BrC1=C(C=C(C=C1)I)S(=O)(=O)C1CCC1